ClC1=CC=C(C=C1)[C@H](C)NC(=O)C1=CC=C2C(N(NC2=C1)C1C(NC(CC1)=O)=O)=O N-((S)-1-(4-chlorophenyl)ethyl)-2-(2,6-dioxopiperidin-3-yl)-3-oxo-2,3-dihydro-1H-indazole-6-carboxamide